(S)-2-amino-3-(1H-pyrazolo[3,4-b]pyridin-1-yl)propanoic acid N[C@H](C(=O)O)CN1N=CC=2C1=NC=CC2